CN1C(C2=CC=C(C=C2C1)C1=CC=CC2=C1SC(=C2C#N)C(=O)N2CCCCC2)=O 7-(2-Methyl-1-oxoisoindol-5-yl)-2-(piperidine-1-carbonyl)benzo[b]thiophene-3-carbonitrile